8-(2-Fluoro-3-(trifluoromethyl)phenyl)-9-(4-((1-(3-fluoropropyl)azetidin-3-yl)methyl)phenyl)-6,7-dihydro-5H-benzo[7]annulen FC1=C(C=CC=C1C(F)(F)F)C=1CCCC2=C(C1C1=CC=C(C=C1)CC1CN(C1)CCCF)C=CC=C2